C(#N)C=1C(=NC(=CC1)C)[C@H]1C[C@H](C1)NC(=O)C=1N=NN(C1)[C@@H](C)C1=NC(=C(N=C1)N1C([C@@H]2C[C@@H]2C1)=O)C |o1:21| N-((cis)-3-(3-cyano-6-methylpyridin-2-yl)cyclobutyl)-1-((S or R)-1-(6-methyl-5-((1R,5S)-2-oxo-3-azabicyclo[3.1.0]hexan-3-yl)pyrazin-2-yl)ethyl)-1H-1,2,3-triazole-4-carboxamide